ClC=1C=C(C=C2C=C(N=CC12)NC(=O)C1C(C1)F)C=1C(=NC(=CC1)OC)C N-[8-chloro-6-(6-methoxy-2-methyl-3-pyridinyl)-3-isoquinolinyl]-2-fluoro-cyclopropanecarboxamide